N=1N=CN2C1C=C(C=C2)CN2C(C1=CC=CC=C1C2CC2=NC=CC=C2Br)=O 2-([1,2,4]triazolo[4,3-a]pyridin-7-ylmethyl)-3-((3-bromopyridin-2-yl)methyl)isoindolin-1-one